9-(2-Cyclopropyl-ethyl)-2-((R)-1-[1,4]dioxan-2-ylmethoxy)-6,7-dihydro-pyrimido[6,1-a]isoquinolin-4-one C1(CC1)CCC=1C=C2CCN3C(C2=CC1)=CC(=NC3=O)OC[C@@H]3OCCOC3